FC([C@@H]1NCCC1)(F)F (R)-2-(trifluoromethyl)pyrrolidine